(S)-3-(3-bromo-imidazo[1,2-a]pyridin-6-yl)-pyrrolidine-1-carboxylic acid tert-butyl ester C(C)(C)(C)OC(=O)N1C[C@@H](CC1)C=1C=CC=2N(C1)C(=CN2)Br